4-(aminomethyl)benzenesulfonamide acetate C(C)(=O)O.NCC1=CC=C(C=C1)S(=O)(=O)N